2-[[5-(2,5-dimethylpyrrol-1-yl)-6-methyl-1-(p-tolylsulfonyl)pyrrolo[3,2-b]pyridin-2-yl]methyl]-3,4-dihydroisoquinolin-1-one CC=1N(C(=CC1)C)C1=C(C=C2C(=N1)C=C(N2S(=O)(=O)C2=CC=C(C=C2)C)CN2C(C1=CC=CC=C1CC2)=O)C